C(CCCCCCCCCCCCCCCCC)(=O)O.OCC(O)CO.OCC(O)CO.OCC(O)CO.OCC(O)CO.OCC(O)CO pentaglycerol monostearate